ClC=1C=C(C=CC1C#N)S(=O)(=O)NCCO 3-chloro-4-cyano-N-(2-hydroxyethyl)benzenesulfonamide